1-((2R,3R)-3-((S)-4-(6-chloro-3-(2-chlorophenyl)imidazo[1,2-a]pyridine-2-carbonyl)-2-methylpiperazin-1-yl)-2-methylazetidin-1-yl)prop-2-en-1-one ClC=1C=CC=2N(C1)C(=C(N2)C(=O)N2C[C@@H](N(CC2)[C@H]2[C@H](N(C2)C(C=C)=O)C)C)C2=C(C=CC=C2)Cl